4-(3-chloro-5-isopropylisoquinolin-8-yl)-2-methylbutan-3-yn-2-ol ClC=1N=CC2=C(C=CC(=C2C1)C(C)C)C#CC(C)(O)C